F[C@H]1C[C@@H](CN(C1)C)NC1=CC=C(N=N1)C1=C(C=C(C=C1C)C(F)(F)F)O 2-(6-(((3S,5s)-5-fluoro-1-methylpiperidin-3-yl)amino)pyridazin-3-yl)-3-methyl-5-(trifluoromethyl)phenol